C1(CC1)CN1CCN(CC1)C1=CC=C(C=C1)B1OC(C(O1)(C)C)(C)C 1-(cyclopropylmethyl)-4-(4-(4,4,5,5-tetramethyl-1,3,2-dioxaborolan-2-yl)phenyl)piperazine